8-(7-Acetyl-3-(tetrahydro-2H-pyran-4-yl)-5,6,7,8-tetrahydroimidazo[1,5-a]pyrazin-1-yl)isoquinolin-3-yl trifluoromethanesulfonate FC(S(=O)(=O)OC=1N=CC2=C(C=CC=C2C1)C=1N=C(N2C1CN(CC2)C(C)=O)C2CCOCC2)(F)F